6-[(2S)-2-aminopropyl]-2-chloro-5-fluoro-7-methyl-N-[(1,3-thiazol-5-yl)methyl]-7H-pyrrolo[2,3-d]pyrimidin-4-amine N[C@H](CC1=C(C2=C(N=C(N=C2NCC2=CN=CS2)Cl)N1C)F)C